C(C)(C)(C)OC(=O)N1CCC(CC1)OCC=1C=NC(=CC1)Cl.N1CCC(CC1)OCC=1C=CC(=NC1)NCC=1C=C2C=CN=C(C2=CC1)N 6-(((5-((Piperidin-4-yloxy)methyl)pyridin-2-yl)amino)methyl)isoquinolin-1-amine tert-Butyl-4-((6-chloropyridin-3-yl)methoxy)piperidine-1-carboxylate